OC(CC(=O)OCC)CCl ethyl (3-hydroxy-4-chloro-butyrate)